(4S)-5-amino-4-(5-bromo-3-methyl-1-oxoisoindolin-2-yl)-5-oxopentanoic acid tert-butyl ester C(C)(C)(C)OC(CC[C@@H](C(=O)N)N1C(C2=CC=C(C=C2C1C)Br)=O)=O